NC=1C(=NC(=C(N1)C1CC1)C=1C2=C(C=NC1)N(C=N2)C)C(=O)OC Methyl 3-amino-5-cyclopropyl-6-(3-methylimidazo[4,5-c]pyridin-7-yl)pyrazine-2-carboxylate